OC[C@H](C1=CC=CC=C1)NC1=NC(=NC=C1C1=NC=NO1)NC1=CC=C2CC(N(CC2=C1)C)=O 7-[[4-[[(1S)-2-hydroxy-1-phenyl-ethyl]amino]-5-(1,2,4-oxadiazol-5-yl)pyrimidin-2-yl]amino]-2-methyl-1,4-dihydroisoquinolin-3-one